C1(CC1)S(=O)(=O)NC=1SC=C(N1)C(C)(C)NC(C1=C(C=C(C=C1)C1=NC(=CN=C1)OCC)F)=O N-(2-(2-(cyclopropanesulfonylamino)thiazol-4-yl)propan-2-yl)-4-(6-ethoxypyrazin-2-yl)-2-fluorobenzamide